FC1=C(C(=C(C(=C1[B-](C1=C(C(=C(C(=C1F)F)F)F)F)(C1=C(C(=C(C(=C1F)F)F)F)F)C1=C(C(=C(C(=C1F)F)F)F)F)F)F)F)F.[NH4+] ammonium tetrakis(pentafluorophenyl)borate